N-(cis-3-(4-methylpiperazin-1-yl)cyclobutyl)-5-(quinoxalin-6-yl)pyrrolo[2,1-f][1,2,4]triazin-2-amine CN1CCN(CC1)[C@H]1C[C@H](C1)NC1=NN2C(C=N1)=C(C=C2)C=2C=C1N=CC=NC1=CC2